[Ti].[Ru].[Ni].OCCC[Si](O[Si](CCCO)(C)C)(C)C 1,3-bis(3-hydroxypropyl)tetramethyl-disiloxane nickel ruthenium titanium